NC=1C(=NC(=CN1)C1=C(C=CC(=C1)C=1C=NN(C1)C1CC1)F)C(=O)N[C@@H]1CNCCC1 (S)-3-amino-6-(5-(1-cyclopropyl-1H-pyrazol-4-yl)-2-fluorophenyl)-N-(piperidin-3-yl)pyrazine-2-carboxamide